Cl.N1CC[C@@H]2[C@H]1CN(CC2)C=O ((3aS,7aS)-octahydro-6H-pyrrolo[2,3-c]pyridin-6-yl)methanone hydrochloride